C(C)C1=C(C=C2CCN(CC2=C1)C)NC1=NC=C(C(=N1)C1=CC=2S(CCOCC2S1)(=O)=O)C(F)(F)F 7-(2-((7-ethyl-2-methyl-1,2,3,4-tetrahydroisoquinolin-6-yl)amino)-5-(trifluoromethyl)pyrimidin-4-yl)-2,3-dihydro-5H-thieno[3,2-e][1,4]oxathiepine 1,1-dioxide